rel-5-[[2-[(2S,5R)-2-(6-Amino-3-pyridyl)-5-methyl-1-piperidyl]-2-oxo-acetyl]amino]-2-methoxy-pyridine-3-carboxamide NC1=CC=C(C=N1)[C@H]1N(C[C@@H](CC1)C)C(C(=O)NC=1C=C(C(=NC1)OC)C(=O)N)=O |o1:7,10|